FC(C12CC(C1)(C2)CCS(=O)(=O)O)(F)F.CC2(C(N(C1=CC=CC(=C21)C=2C=NC(=C(C(=O)NC1=CC=CC=C1)C2)C(F)(F)F)C=2C=NC=CC2)=O)C 5-(3,3-dimethyl-2-oxo-1-(pyridin-3-yl)indolin-4-yl)-N-phenyl-2-(trifluoromethyl)nicotinamide [3-(trifluoromethyl)bicyclo[1.1.1]pentan-1-yl]methyl-methanesulfonate